P(=O)(O)(O)O.C(=C)[SiH](C)C.C(=C)[SiH](C)C.C(=C)[SiH](C)C tri(vinyl-dimethylsilane) phosphate